(Z)-Methyl 1-acetyl-3-(((4-(tert-butoxycarbonyl)-3-methylphenyl)amino)(phenyl)methylene)-5-methyl-2-oxoindoline-6-carboxylate C(C)(=O)N1C(\C(\C2=CC(=C(C=C12)C(=O)OC)C)=C(\C1=CC=CC=C1)/NC1=CC(=C(C=C1)C(=O)OC(C)(C)C)C)=O